C1([C@H](O)[C@@H](O)[C@H](O)[C@H](O1)CO)OC[C@H]([C@H]([C@@H]([C@H](CO)O)O)O)O glucopyranosyl-(1→6)-glucitol